ClC1=NC(=C2C(=N1)N(N=C2C)C2OCCCC2)NCCN(C)C 6-chloro-N-[2-(dimethylamino)ethyl]-3-methyl-1-(tetrahydropyran-2-yl)pyrazolo[3,4-d]pyrimidin-4-amine